[Si](C)(C)(C(C)(C)C)OC=1C=2N(C=C(C1)C(=O)OC)N=CN2 methyl 8-[(tert-butyldimethylsilyl)oxy]-[1,2,4]triazolo[1,5-a]pyridine-6-carboxylate